O=C1NC(CCC1N1C(C2=CC=CC(=C2C1)SCCCCCC(=O)NC1=CC(=CC=C1)C1=CC=2[C@H]3[C@@H]([C@@H](NC2C=C1)CO)CCN3S(=O)(=O)C3=CC=C(C)C=C3)=O)=O 6-((2-(2,6-dioxopiperidin-3-yl)-1-oxoisoindolin-4-yl)thio)-N-(3-((3aR,4R,9bR)-4-(hydroxymethyl)-1-tosyl-2,3,3a,4,5,9b-hexahydro-1H-pyrrolo[3,2-c]quinolin-8-yl)phenyl)hexanamide